C(#N)C1(NC(=NC=C1C(=O)N)C1=C(C=CC=C1)NC1CC1)CC 4-cyano-2-(cyclopropylaminophenyl)-4-ethylpyrimidine-5-carboxamide